cyclohexyl(4-fluoro-4-(((3S,4r,5R)-3,4,5-tris(benzyloxy)piperidin-1-yl)methyl)piperidin-1-yl)methanone C1(CCCCC1)C(=O)N1CCC(CC1)(CN1C[C@@H](C([C@@H](C1)OCC1=CC=CC=C1)OCC1=CC=CC=C1)OCC1=CC=CC=C1)F